[N+](=O)([O-])C1=CC=C(C=C1)C1CCN(CC1)[C@H]1C[C@H](C1)C(=O)OCC1=CC=CC=C1 cis-benzyl 3-[4-(4-nitrophenyl)-1-piperidyl]cyclobutanecarboxylate